C(C1=CC=CC=C1)OC1=C(C=C(C=C1)NC1=C(C=2N=C(C=NC2C=C1)OC)C#N)OC 6-((4-(benzyloxy)-3-methoxyphenyl)amino)-3-methoxyquinoxaline-5-carbonitrile